NC1=C(C=C(C=C1)N1C[C@@H](N(CC1)C(=O)OC(C)(C)C)C)F tert-butyl (2S)-4-(4-amino-3-fluorophenyl)-2-methylpiperazine-1-carboxylate